β-hydroxydecanoyl-β-hydroxydecanoate OC(C(=O)OC(CC(CCCCCCC)O)=O)CCCCCCCC